3-(1-(4,4-bis(4-fluorophenyl)butyl)piperidin-4-yl)-1,3-dihydro-2H-benzo[d]imidazol-2-one FC1=CC=C(C=C1)C(CCCN1CCC(CC1)N1C(NC2=C1C=CC=C2)=O)C2=CC=C(C=C2)F